CC(=O)N[C@@H]1[C@H]([C@H]([C@H](O[C@H]1O)CO)OS(=O)(=O)[O-])O[C@H]2[C@@H]([C@H]([C@@H]([C@@H](O2)C(=O)[O-])O)O)O The molecule is the conjugate base of dermatan sulfate, obtained by deprotonation of carboxy and sulfate groups. It is a monocarboxylic acid anion, an organosulfate oxoanion and a polyanionic polymer. It is a conjugate base of a dermatan sulfate.